2-phenylpropanenitrile C1(=CC=CC=C1)C(C#N)C